FC=1C=C(C=C(C1)F)N1N=CC(=C1)[C@@H](C(=O)NC1=NNC(=C1)C1COC1)C (S)-2-(1-(3,5-difluorophenyl)-1H-pyrazol-4-yl)-N-(5-(oxetan-3-yl)-1H-pyrazol-3-yl)propanamide